CN1CC2(C(NCC3=C2N=C(N=C3)C)=O)C1 1,2'-dimethyl-5',6'-dihydro-7'H-spiro[azetidine-3,8'-pyrido[4,3-d]pyrimidine]-7'-one